CC1=CC(=NO1)COC1=CC=C(CC2=NOC(=C2)C=2C(=NC=CC2)N)C=C1 3-(3-(4-((5-methylisoxazol-3-yl)methoxy)benzyl)isoxazol-5-yl)pyridin-2-amine